ethyl-2-(ethoxymethyl)-1-(2-hydroxy-2-methylpropyl)-1H-imidazo[4,5-c]Quinolin-4-yl carbamate C(N)(OC1=NC=2C(=CC=CC2C2=C1N=C(N2CC(C)(C)O)COCC)CC)=O